triphenylsulfonium 2,4,6-triisopropylbenzenesulfonate C(C)(C)C1=C(C(=CC(=C1)C(C)C)C(C)C)S(=O)(=O)[O-].C1(=CC=CC=C1)[S+](C1=CC=CC=C1)C1=CC=CC=C1